7-methyl-2,3-dioxo-1,2,3,4-tetrahydropyrido[2,3-b]pyrazine-6-sulfonamide CC1=CC2=C(NC(C(N2)=O)=O)N=C1S(=O)(=O)N